3-(4-(3-(3,5-Dimethyl-1H-pyrazol-4-yl)pyrrolidin-1-yl)pyrimidin-2-yl)-6-(trifluoromethyl)imidazo[1,2-a]pyrazine CC1=NNC(=C1C1CN(CC1)C1=NC(=NC=C1)C1=CN=C2N1C=C(N=C2)C(F)(F)F)C